FC1(CC2(CN(C2)C(=O)OC(C)(C)C)CC1)F tert-butyl 6,6-difluoro-2-azaspiro[3.4]octane-2-carboxylate